azetidin-3-ylmethyl 6-[5-(6-methyl-2-pyridyl)-1H-pyrazol-4-yl]quinoline-4-carboxylate CC1=CC=CC(=N1)C1=C(C=NN1)C=1C=C2C(=CC=NC2=CC1)C(=O)OCC1CNC1